CC1C/C(/C2=CC=CC=C12)=N/O N-[(1Z)-3-methyl-2,3-dihydroinden-1-ylidene]hydroxylamine